methyl 3-((4-methyl-5-nitropyridin-2-yl)oxy)benzoate CC1=CC(=NC=C1[N+](=O)[O-])OC=1C=C(C(=O)OC)C=CC1